IC(CCCC)CCCCC 5-iodo-decane